7-(5-fluoropyrimidin-2-yl)oxy-1-(4,4,4-trifluorobutyl)indazol-3-ol FC=1C=NC(=NC1)OC=1C=CC=C2C(=NN(C12)CCCC(F)(F)F)O